C(=O)(OC1=CC=CC2=CC3=CC=CC=C3C=C12)* carbonyloxyanthracene